ClC1=C(C=C(C=C1)[C@@H](CC(=O)O)C1CC1)NC([C@@H]([C@H](C(F)(F)F)C)C1=CC2=C(OC(O2)(C)C)C=C1)=O (S)-3-(4-chloro-3-((2S,3R)-2-(2,2-dimethylbenzo[d][1,3]dioxolan-5-yl)-4,4,4-Trifluoro-3-methylbutanamido)phenyl)-3-cyclopropylpropionic acid